NC1=C(C(=C(C=C1)C(CC)S(=O)(=O)N)F)OC1=CC=2C=3N(C=NC2C=C1)CCN3 (4-Amino-3-((2,3-dihydroimidazo[1,2-c]quinazolin-9-yl)oxy)-2-fluorophenyl)propane-1-sulfonamide